CC=1C=C(/C=C/C2=NC3=CC=CC=C3C=C2)C=CC1F (E)-2-(3-methyl-4-fluoro-styryl)-quinoline